diisopropyl dipropionate phosphate P(=O)(O)(O)O.C(CC)(=O)OC(C)C.C(CC)(=O)OC(C)C